fluoroacetic acid pyridine salt N1=CC=CC=C1.FCC(=O)O